8,12-dibromo-2,5-bis(2-octyldodecyl)-[1,2,5]thiadiazolo[3,4-i]dithieno[3,2-a:2',3'-C]phenazine BrC=1C=2C(C(=C3N=C4C5=C(C6=C(C4=NC13)C=C(S6)CC(CCCCCCCCCC)CCCCCCCC)SC(=C5)CC(CCCCCCCCCC)CCCCCCCC)Br)=NSN2